Ethyl (1R,3S)-3-[(4-iodo-5-methyl-2-pyridyl)carbamoyl]cyclohexanecarboxylate IC1=CC(=NC=C1C)NC(=O)[C@@H]1C[C@@H](CCC1)C(=O)OCC